(5-chlorothiophen-2-yl)boronic acid ClC1=CC=C(S1)B(O)O